(3S)-3-(5-{2-[ethyl(isopropyl)carbamoyl]-4-fluorophenyl}imidazo[1,5-a]pyridin-7-yl)pyrrolidine-1-carboxylic acid tert-butyl ester C(C)(C)(C)OC(=O)N1C[C@@H](CC1)C1=CC=2N(C(=C1)C1=C(C=C(C=C1)F)C(N(C(C)C)CC)=O)C=NC2